4-((3-(1H-imidazol-1-yl)propoxy)methyl)-N,N-bis(3-methoxybenzyl)thiazol-2-amine N1(C=NC=C1)CCCOCC=1N=C(SC1)N(CC1=CC(=CC=C1)OC)CC1=CC(=CC=C1)OC